tin tetraphenoxide [O-]C1=CC=CC=C1.[O-]C1=CC=CC=C1.[O-]C1=CC=CC=C1.[O-]C1=CC=CC=C1.[Sn+4]